C(C1=CC=CC=C1)NC=1C=2N(N=C(C1)NCCSC)C(=NN2)C(C)C N8-benzyl-3-isopropyl-N6-(2-methylsulfanylethyl)-[1,2,4]triazolo[4,3-b]pyridazine-6,8-diamine